4-methoxyphenyl-(2-ethyl-3-benzofuran) COC1=CC=C(C=C1)C1=C(OC2=C1C=CC=C2)CC